(4R)-4-[4-(5-{[(1S,2S,3R,5R)-2-fluoro-8-azabicyclo[3.2.1]octan-3-yl](methyl)amino}pyrazin-2-yl)-3-hydroxyphenyl]pyrrolidin-2-one F[C@H]1[C@@H]2CC[C@H](C[C@H]1N(C=1N=CC(=NC1)C1=C(C=C(C=C1)[C@H]1CC(NC1)=O)O)C)N2